5-chloro-N-((1R,4r)-4-((3-(6-((R)-2-(methoxymethoxy)propoxy)pyridin-3-yl)-2-oxo-2,3-dihydro-1H-benzo[d]imidazol-1-yl)methyl)cyclohexyl)-2-methylnicotinamide ClC=1C=NC(=C(C(=O)NC2CCC(CC2)CN2C(N(C3=C2C=CC=C3)C=3C=NC(=CC3)OC[C@@H](C)OCOC)=O)C1)C